C(C)O[C@@H]1C[C@H](CNC1)OC=1C=C2CN(C(C2=CC1)=O)C1C(NC(CC1)=O)=O 3-(5-(((3R,5R)-5-ethoxypiperidin-3-yl)oxy)-1-oxoisoindolin-2-yl)piperidine-2,6-dione